BrC1=CC=C(C=C1)N1CCC(CC1)S(=O)(=O)C 1-(4-bromophenyl)-4-methylsulfonyl-piperidine